S1C=NC2=C1C=C(C=C2)\C=C/2\C(N(C(N2)=S)C2CC2)=O (5Z)-5-(1,3-benzothiazol-6-ylmethylene)-3-cyclopropyl-2-thioxo-imidazolidin-4-one